3-heptadecylglycero-1-phospho-glycerol C(CCCCCCCCCCCCCCCC)OCC(COP(=O)(O)OCC(O)CO)O